sodium stearoyl tartrate C(=O)(OC(CCCCCCCCCCCCCCCCC)=O)C(O)C(O)C(=O)[O-].[Na+]